OCCN1CCC(CC1)CN1C(N(C(C2=C1SC(=C2)S(=O)(=O)NC2(CC2)C)=O)CC=2C=NN(C2)C)=O 1-((1-(2-hydroxyethyl)piperidin-4-yl)methyl)-3-((1-methyl-1H-pyrazol-4-yl)methyl)-N-(1-methylcyclopropyl)-2,4-dioxo-1,2,3,4-tetrahydrothieno[2,3-d]pyrimidine-6-sulfonamide